(Z)-1'-(((2-(Dimethylamino)ethyl)(methyl)amino)methyl)-[2,3'-biindolinylidene]-2',3-dione CN(CCN(C)CN1C(\C(\C2=CC=CC=C12)=C\1/NC2=CC=CC=C2C1=O)=O)C